The molecule is a tetracyclic triterpenoid of the 8,19-seco-ursane-type skeleton isolated from the leaves of Rosa laevigata. It has a role as an anti-inflammatory agent and a plant metabolite. It is a methyl ketone, a tetracyclic triterpenoid, a triol and an oxo monocarboxylic acid. C[C@H](CC[C@@]1(CC[C@@]2(C(=C1)C=C[C@H]3[C@]2(CC[C@@H]4[C@@]3(C[C@H]([C@H]([C@@]4(C)CO)O)O)C)C)C)C(=O)O)C(=O)C